ClC=1C(=NC(=NC1)NC1CCOCC1)C1=CC=C2CN(C(C2=C1)=O)[C@@H](C(=O)N[C@H](CO)C1=CC(=CC(=C1)F)OCCN(C)C)C (2R)-2-(6-{5-chloro-2-[(oxacyclohex-4-yl)amino]pyrimidin-4-yl}-1-oxo-2,3-dihydro-1H-isoindol-2-yl)-N-[(1S)-1-{3-[2-(dimethylamino)ethoxy]-5-fluorophenyl}-2-hydroxyethyl]propionamide